S(=O)(=O)(O)O.C1(=CC=CC=C1)[Ba]C1=CC=CC=C1 diphenyl-barium sulfate